3-hydroxy-8-methyl-nonanoic acid OC(CC(=O)O)CCCCC(C)C